N-[(6-cyclopropanesulfonamidopyridazin-4-yl)methyl]-5-(6-ethoxypyrazin-2-yl)pyridine-2-carboxamide C1(CC1)S(=O)(=O)NC1=CC(=CN=N1)CNC(=O)C1=NC=C(C=C1)C1=NC(=CN=C1)OCC